C(C)(C)(C)OC(=O)N[C@H](C(=O)OC(C)(C)C)CC1=CC=C(C=C1)O Tertiary butyl (2S)-2-[(tertiary-butoxycarbonyl)amino]-3-(4-hydroxyphenyl)propanoate